[C@H]1([C@H](O)[C@@H](O)[C@H](O)[C@H](O1)CO)OC(CO)CO 2-O-α-glucosylglycerol